4-(2-(ethoxymethoxy)-4-ethynylphenyl)-5,6,7,8-tetrahydrophthalazin-1-amine C(C)OCOC1=C(C=CC(=C1)C#C)C1=NN=C(C=2CCCCC12)N